ClC1=CC=C(C(=N1)NC=1C=CC2=C(OCC(N2)=O)C1)[N+](=O)[O-] 7-((6-chloro-3-nitropyridin-2-yl)amino)-2H-benzo[b][1,4]oxazin-3(4H)-one